CN1C(N(C2=C1C=CC=C2)C)C2=CC=C(C=C2)N(C)C (4-(1,3-dimethyl-2,3-dihydro-1H-benzoimidazol-2-yl)phenyl)dimethylamine